C(=O)O.C(C)(C)(C)N1N=NC(=C1)C(=O)NCC1=C(C=C(C=C1)C1=NC=NN2C1=CC(=C2)N2CCOCC2)C2CC2 1-(tert-butyl)-N-(2-cyclopropyl-4-(6-morpholinopyrrolo[2,1-f][1,2,4]triazin-4-yl)benzyl)-1H-1,2,3-triazole-4-carboxamide formate